C(C)(C)(C)OC(=O)N1CCC2(CN(C(N2CC2=CC(=CC=C2)OC)=O)C2=NC(=C(C=C2)C=2C=NNC2)CC)CC1 3-(6-ethyl-5-(1H-pyrazol-4-yl)pyridin-2-yl)-1-(3-methoxybenzyl)-2-oxo-1,3,8-triazaspiro[4.5]decane-8-carboxylic acid tert-butyl ester